C(C)C1CNCC(O1)C 6-Ethyl-2-methyl-3,6-dihydro-4H-[1,4]oxazine